N-((2-(3-(difluoromethyl)-6,7-dihydropyrazolo[1,5-a]pyrazin-5(4H)-yl)-1,6-naphthyridin-7-yl)methyl)-3-((difluoromethyl)sulfonyl)benzamide FC(C=1C=NN2C1CN(CC2)C2=NC1=CC(=NC=C1C=C2)CNC(C2=CC(=CC=C2)S(=O)(=O)C(F)F)=O)F